NC1=CC=C(C=N1)N1CC(OCC1)C(C)(C)N(C(OC(C)(C)C)=O)C tert-butyl (2-(4-(6-aminopyridin-3-yl)morpholin-2-yl)propan-2-yl)(methyl)carbamate